N1=CC(=CC=C1)C1=NN=C(O1)C(=O)N1[C@H](C2=C(CC1)NC=N2)C2=NN1C(C=CC=C1C(F)(F)F)=C2 (R)-(5-(pyridin-3-yl)-1,3,4-oxadiazol-2-yl)(4-(7-(trifluoromethyl)pyrazolo[1,5-a]pyridin-2-yl)-6,7-dihydro-1H-imidazo[4,5-c]pyridin-5(4H)-yl)methanone